N-(2-(dimethylamino)ethyl)-4-formyl-5-hydroxybenzofuran-2-carboxamide CN(CCNC(=O)C=1OC2=C(C1)C(=C(C=C2)O)C=O)C